C(=C)S(=O)(=O)N1CCC2=CC=C(C=C12)C(=O)OC methyl 1-(vinyl sulfonyl)indoline-6-carboxylate